monoiodobenzamide IC1=CC=C(C(=O)N)C=C1